C1(CC1)CSC1=NC(=CC(=N1)O)O 2-((cyclopropylmethyl)thio)pyrimidine-4,6-diol